NCCCCN(S(=O)(=O)C1=C(C=C(C(=C1)CNC1(CC1)C=1C=NC=CC1C1=C(C=CC=C1)OC1CC1)Cl)Cl)C N-(4-aminobutyl)-2,4-dichloro-5-[([1-[4-(2-cyclopropoxyphenyl)pyridin-3-yl]cyclopropyl]amino)methyl]-N-methylbenzene-1-sulfonamide